(S)-2-(Dimethylamino)-1-(3-((3-isopropyl-2-(8-methyl-[1,2,4]triazolo[1,5-a]pyridin-6-yl)-1H-indol-5-yl)oxy)piperidin-1-yl)ethan-1-on CN(CC(=O)N1C[C@H](CCC1)OC=1C=C2C(=C(NC2=CC1)C=1C=C(C=2N(C1)N=CN2)C)C(C)C)C